FC1=C(C=CC(=C1)[N+](=O)[O-])N1CCN(CC1)[C@@H]1CC[C@H](CC1)C(=O)OC(C)(C)C trans-tert-butyl 4-(4-(2-fluoro-4-nitrophenyl)piperazin-1-yl)cyclohexane-1-carboxylate